propylmagnesium phosphate P(=O)([O-])([O-])[O-].C(CC)[Mg+].C(CC)[Mg+].C(CC)[Mg+]